(S)-1-(2-amino-2-cyclohexylacetyl)-6-benzyl-1,2,3,6-tetrahydro-7H-pyrrolo[2,3-c]pyridin-7-one N[C@H](C(=O)N1CCC2=C1C(N(C=C2)CC2=CC=CC=C2)=O)C2CCCCC2